(E)-1-(4-Amino-2-hydroxyphenyl)-3-[4-(5-methylfuran-2-yl)phenyl]prop-2-en-1-one NC1=CC(=C(C=C1)C(\C=C\C1=CC=C(C=C1)C=1OC(=CC1)C)=O)O